2-(3-(5-((4-(4-cyano-6-methylpyrimidin-2-yl)piperazin-1-yl)sulfonyl)indoline-1-carbonyl)pyridin-2-yl)acetate C(#N)C1=NC(=NC(=C1)C)N1CCN(CC1)S(=O)(=O)C=1C=C2CCN(C2=CC1)C(=O)C=1C(=NC=CC1)CC(=O)[O-]